bis(3-aminophenoxy)biphenyl NC=1C=C(OC2=CC=C(C=C2)C2=CC=C(C=C2)OC2=CC(=CC=C2)N)C=CC1